3-fluorophenyl-piperidine-2,6-dione FC=1C=C(C=CC1)N1C(CCCC1=O)=O